O=C(CN1CCC(CC1)NC1=C2C=CC=NC2=C(C=C1)C(=O)NC1=NC=CC=C1)N1[C@@H](CCC1)C#N 5-[[1-[2-Oxo-2-[(2S)-2-cyanopyrrolidin-1-yl]ethyl]-4-piperidyl]amino]-N-(2-pyridyl)chinolin-8-carboxamid